C1[C@@H]2[C@H]([C@H]([C@@H](O2)N3C4=C(C(=O)NC(=N4)N)N=C3[N+](=O)[O-])O)OP(=O)(O1)[O-] The molecule is a 3',5'-cyclic purine nucleotide that is guanosine 3',5'-cyclic monophosphate(1-) in which the hydrogen at position 8 on the purine fragment has been replaced by a nitro group; major species at pH 7.3. It derives from a 3',5'-cyclic GMP(1-). It is a conjugate base of an 8-nitroguanosine 3',5'-cyclic monophosphate.